C1=CC=C2C(=C1)C=C(N2)N indolamin